Cl.O=C(N[C@H](C(NCC(O)=O)=O)CSSC[C@H](NC(CC[C@H](N)C(O)=O)=O)C(NCC(O)=O)=O)CC[C@H](N)C(O)=O glutathione disulfide hydrochloride